4-chloro-6-methyl-2-(2,2,2-trifluoroethoxy)thieno[2,3-d]pyrimidine ClC=1C2=C(N=C(N1)OCC(F)(F)F)SC(=C2)C